NC1=CC=C(C=C1)C1=CN=CC(=N1)NC(CO)CC 2-[[6-(4-aminophenyl)pyrazin-2-yl]amino]butan-1-ol